4-(6-((1R,5S,6r)-6-(2-aminopropan-2-yl)-3-azabicyclo[3.1.0]hexan-3-yl)pyridin-3-yl)-6-(2-hydroxy-2-methylpropoxy)pyrazolo[1,5-a]pyridine-3-carbonitrile NC(C)(C)C1[C@H]2CN(C[C@@H]12)C1=CC=C(C=N1)C=1C=2N(C=C(C1)OCC(C)(C)O)N=CC2C#N